(2R)-2-(6-{5-chloro-2-[(oxan-4-yl)amino]pyrimidin-4-yl}-1-oxo-2,3-dihydro-1H-isoindol-2-yl)-N-[(1S)-1-(2-fluoro-3-methylphenyl)-2-hydroxyethyl]propanamide ClC=1C(=NC(=NC1)NC1CCOCC1)C1=CC=C2CN(C(C2=C1)=O)[C@@H](C(=O)N[C@H](CO)C1=C(C(=CC=C1)C)F)C